C(C)(=O)OC[C@H](COC1=C(C=C(C=C1)C(C)(C)C1=CC(=C(C=C1)OC[C@H](CCl)OC(C)=O)Cl)Cl)OC(C)=O (S)-3-(4-(2-(4-((R)-2-acetoxy-3-chloropropoxy)-3-chlorophenyl)propan-2-yl)-2-chlorophenoxy)propane-1,2-diyl diacetate